CC1=NC(=CC(=N1)NC1=NN2C(C=C(C=C2)C=2N(N=CC2OC[C@@H]2N(CC2)C([2H])([2H])[2H])C([2H])([2H])[2H])=C1)C N-(2,6-dimethylpyrimidin-4-yl)-5-[2-(trideuteriomethyl)-4-[[(2R)-1-(trideuteriomethyl)azetidin-2-yl]methoxy]pyrazol-3-yl]pyrazolo[1,5-a]pyridin-2-amine